C(C)N1C(C=CC(=C1)C=1C=NC=2N(C1)N=CC2C2=CC=C1C=NN(C1=C2)C(C)C)=O 1-ethyl-5-(3-(1-isopropyl-1H-indazol-6-yl)pyrazolo[1,5-a]pyrimidin-6-yl)pyridin-2(1H)-one